9-[4-(3,4-dimethylphenoxy)phenyl]-3,4-dihydropyrido[2,1-c][1,2,4]thiadiazine 2,2-dioxide CC=1C=C(OC2=CC=C(C=C2)C2=CC=CN3C2=NS(CC3)(=O)=O)C=CC1C